C(#N)C1=CC(=NC=C1)N1C=C(C2=C1N=CN=C2N2C[C@H](N(CC2)C(=O)Cl)C)C2CC2 (R)-4-(7-(4-cyanopyridin-2-yl)-5-cyclopropyl-7H-pyrrolo[2,3-d]pyrimidin-4-yl)-2-methylpiperazine-1-carboxylic acid chloride